C(CCCCC(C)C)C(C(=O)O)=C.C(C=C)(=O)OCC(CCCC)CC 2-ethylhexyl acrylate (isooctyl acrylate)